C(#N)CC(=O)NC1=CC(=CC=C1)CNC1=NC=NC(=C1)NC1=CC=C(C=C1)N1CCOCC1 2-cyano-N-(3-(((6-(4-morpholinylphenylamino)pyrimidin-4-yl)amino)methyl)phenyl)acetamide